BrC1=CC=C(C=C1)C(C)(C(C#CCCCCCC)CC)O 2-(4-Bromophenyl)-3-ethylundec-4-yn-2-ol